2,4-dimethyl-7-oxabicyclo[4.1.0]heptane CC1C2OC2CC(C1)C